NC[C@](C(F)(F)F)(O)C1=NC(=C(C(=C1)C(C)(C)O)F)C1=CC=C(C=C1)F (S)-3-amino-1,1,1-trifluoro-2-(5-fluoro-6-(4-fluorophenyl)-4-(2-hydroxypropan-2-yl)pyridin-2-yl)propan-2-ol